C(C(=C)C)(=O)OCC(COCC(COC(C(=C)C)=O)O)O (methacryloxy-2-hydroxypropyl) ether